CC=1C=C(C=CC1)C=1C(=C(C=CC1NC1=CC=CC=C1)C1=CC=C(C=C1)NC1=CC=CC=C1)C1=CC(=CC=C1)C bis(3-methylphenyl)-N,N'-diphenyl-4,4'-biphenyldiamine